C(C)OCCS(=O)(=O)NC1=CC=C(C=C1)C1=C2C(=NC=C1)NC=C2 4-(4-((2-ethoxyethyl)sulfonamido)phenyl)-1H-pyrrolo[2,3-b]pyridin